1,3,5-tris(4-formylpyridin-5-yl)benzene C(=O)C1=CC=NC=C1C1=CC(=CC(=C1)C=1C(=CC=NC1)C=O)C=1C(=CC=NC1)C=O